BrC1=CN=C2C(=NC(=NN21)Cl)OC(C)(C)C 7-bromo-4-(tert-butoxy)-2-chloroimidazo[2,1-f][1,2,4]triazine